3-amino-2-methyl-2,3-dihydrothiophene 1,1-dioxide NC1C(S(C=C1)(=O)=O)C